NC=1C=C(C=CC1)C#CCN1C(N(C(C(=C1Cl)NC(CCC1=CC=C(C=C1)C)=O)=O)C)=O N-(1-(3-(3-aminophenyl)prop-2-yn-1-yl)-6-chloro-3-methyl-2,4-dioxo-1,2,3,4-tetrahydropyrimidin-5-yl)-3-(p-tolyl)propanamide